2,2,2-trifluoroethyl-sodium FC(C[Na])(F)F